ClC1=C(C(=CC=C1)C)C1=NOC(=C1CO[C@H]1[C@@H]2C(N([C@H](C1)C2)C2=CC=C(C(=O)OC(C)(C)C)C=C2)=O)C2CC2 tert-butyl 4-[(1S,4R,5R)-5-[[3-(2-chloro-6-methylphenyl)-5-cyclopropyl-1,2-oxazol-4-yl]methoxy]-3-oxo-2-azabicyclo[2.2.1]heptan-2-yl]benzoate